N[C@H](C(=O)NC=1C=CC(=C(C(=O)N[C@H](C)C2=CC=CC3=CC=CC=C23)C1)CO)CN 5-((S)-2,3-diaminopropanamido)-2-(hydroxymethyl)-N-((R)-1-(naphthalen-1-yl)ethyl)benzamide